1-(((3s,4r)-1-acetyl-4-hydroxypiperidin-3-yl)methyl)-3-(5-chloro-4-(5,5-dimethyl-5,6-dihydro-4H-pyrrolo[1,2-b]pyrazol-3-yl)pyridin-2-yl)urea C(C)(=O)N1C[C@@H]([C@@H](CC1)O)CNC(=O)NC1=NC=C(C(=C1)C1=C2N(N=C1)CC(C2)(C)C)Cl